(S)-4-(4-(2-amino-6-methylpyrimidin-4-yl)-1,4-oxazepan-3-yl)-3-chloro-N-methylbenzamide NC1=NC(=CC(=N1)N1[C@H](COCCC1)C1=C(C=C(C(=O)NC)C=C1)Cl)C